N-isopentyldodecane-1,12-diamine C(CC(C)C)NCCCCCCCCCCCCN